Titanium DiOxide [O-2].[O-2].[Ti+4]